C(C=C)(=O)OCCCOCCCOC(C=C)=O (Acryloyloxypropyl) Ether